C(C)OC1=CC=C(C=N1)C1=CN(C2=CC(=CC=C12)NC(C1=CC(=C(C=C1)C)C#CC1=CN=C2N1N=CC=C2)=O)C N-(3-(6-ethoxypyridin-3-yl)-1-methyl-1H-indol-6-yl)-3-(imidazo[1,2-b]pyridazin-3-ylethynyl)-4-methylbenzamide